N-(5-(4-fluorophenoxy)pyridin-2-yl)-2-(4-(6-oxo-5-(trifluoromethyl)-1,6-dihydropyridine-3-carbonyl)piperazin-1-yl)propanamide FC1=CC=C(OC=2C=CC(=NC2)NC(C(C)N2CCN(CC2)C(=O)C2=CNC(C(=C2)C(F)(F)F)=O)=O)C=C1